N-(3-(3-chloro-2-methylphenyl)pyrrolidin-3-yl)quinolin-7-amine ClC=1C(=C(C=CC1)C1(CNCC1)NC1=CC=C2C=CC=NC2=C1)C